(5-chloro-6-isocyano-1-((2-(trimethylsilyl)ethoxy)methyl)-1H-indazol-3-yl)-5-methyl-2-(methyl-d3)-1,2,3,4-tetrahydroisoquinoline ClC=1C=C2C(=NN(C2=CC1[N+]#[C-])COCC[Si](C)(C)C)C1N(CCC2=C(C=CC=C12)C)C([2H])([2H])[2H]